OC1=C(N=CNC1=O)CN1C(N(C=C1)C(C)C)=O 1-((5-hydroxy-6-oxo-1,6-dihydropyrimidin-4-yl)methyl)-3-isopropyl-2-oxoimidazole